CCCCOC(=O)C(C)O n-butyl lactate